N-[(2-Amino-3-pyridyl)sulfonyl]-6-[2-(dimethylamino)pyrimidin-5-yl]-2-[(4S)-2,2,4-trimethylpyrrolidin-1-yl]pyridin-3-carboxamid NC1=NC=CC=C1S(=O)(=O)NC(=O)C=1C(=NC(=CC1)C=1C=NC(=NC1)N(C)C)N1C(C[C@@H](C1)C)(C)C